C(C)OC=1C(=CC(=NC1)C1=NOC(=N1)C1CCN(CC1)C(=O)C1CC(N(C1)C1=CC=CC=C1)=O)OC 4-(4-(3-(5-ethoxy-4-methoxypyridin-2-yl)-1,2,4-oxadiazol-5-yl)piperidine-1-carbonyl)-1-phenylpyrrolidin-2-one